7-((5-bromo-6-(difluoromethyl)pyridin-2-yl)oxy)-2-azaspiro[3.5]Nonane-2-carboxylic acid BrC=1C=CC(=NC1C(F)F)OC1CCC2(CN(C2)C(=O)O)CC1